1,1-bis[4-(2,3-epoxypropoxy)phenyl]-3-phenylindane C(C1CO1)OC1=CC=C(C=C1)C1(CC(C2=CC=CC=C12)C1=CC=CC=C1)C1=CC=C(C=C1)OCC1CO1